CC1(OB(OC1(C)C)C1=CC(=CC=C1)[C@H]1CC(CC1)OC(F)(F)F)C 4,4,5,5-tetramethyl-2-(3-((1R)-3-(trifluoromethoxy)cyclopentyl)phenyl)-1,3,2-dioxaborolane